The molecule is a 1,2-diacyl-sn-glycerol where oleoyl and linoleoyl are the 1- and 2-acyl groups respectively. It has a role as a mouse metabolite. It derives from an oleic acid and a linoleic acid. CCCCCCCC/C=C\\CCCCCCCC(=O)OC[C@H](CO)OC(=O)CCCCCCC/C=C\\C/C=C\\CCCCC